3-(4-bromophenyl)-4-methyl-1H-benzimidazol-2-one BrC1=CC=C(C=C1)N1C(NC2=C1C(=CC=C2)C)=O